CC=1C=C2C(=CNC2=CC1)CC(=O)O D-5-methyl-indole-3-acetic acid